2-(3-allyl-1-methyl-1H-indol-2-yl)acetic acid cyclohexyl ester C1(CCCCC1)OC(CC=1N(C2=CC=CC=C2C1CC=C)C)=O